1-((3S,4R)-1-(cyanomethyl)-4-(3,4-difluorophenyl)pyrrolidin-3-yl)-3-(2-phenyl-2,4,5,6-tetrahydrocyclopenta[c]pyrazol-3-yl)urea C(#N)CN1C[C@H]([C@@H](C1)C1=CC(=C(C=C1)F)F)NC(=O)NC1=C2C(=NN1C1=CC=CC=C1)CCC2